((methyl ((5'-methyl-4-pentyl-6-((((pivaloyloxy) methoxy)(methyl)phosphoryl)oxy)-2'-(prop-1-en-2-yl)-[1,1'-biphenyl]-2-yl)oxy)phosphoryl)oxy)methyl pivalate C(C(C)(C)C)(=O)OCOP(=O)(OC1=C(C(=CC(=C1)CCCCC)OP(=O)(C)OCOC(C(C)(C)C)=O)C1=C(C=CC(=C1)C)C(=C)C)C